ethyl 2-amino-5-methyl-oxazole-4-carboxylate NC=1OC(=C(N1)C(=O)OCC)C